C/C/1=C/2\\[C@@]([C@@H](C(=N2)/C=C\\3/C([C@@H](C(=N3)/C(=C\\4/[C@]([C@H]([C@@H]([N-]4)[C@]5([C@@]([C@@H](C1=N5)CCC(=O)O)(C)CC(=O)O)C)CC(=O)O)(C)CCC(=O)O)/C)CCC(=O)O)(C)C)CCC(=O)O)(C)CC(=O)N.[Co] The molecule is a cobalt corrinoid obtained via amidation of the carboxy group at position c of cob(II)yrinic acid. It derives from a cob(II)yrinic acid. It is a conjugate acid of a cob(II)yrinate c monoamide(5-).